tert-butyl ((1s,3s)-3-((5-(2-formylhydrazine-1-carbonyl)-1-((2-(trimethylsilyl)ethoxy)methyl)-1H-pyrrolo[2,3-b]pyridin-4-yl)amino)cyclobutyl)carbamate C(=O)NNC(=O)C=1C(=C2C(=NC1)N(C=C2)COCC[Si](C)(C)C)NC2CC(C2)NC(OC(C)(C)C)=O